3-thia-7-azabicyclo[3.3.1]nonane 3,3-dioxide C12CS(CC(CNC1)C2)(=O)=O